(3-((2-(2-(2-((7-nitrobenzo[c][1,2,5]thiadiazol-4-yl)amino)ethoxy)ethoxy)ethyl)carbamoyl)pentan-3-yl)picolinamide [N+](=O)([O-])C1=CC=C(C=2C1=NSN2)NCCOCCOCCNC(=O)C(CC)(CC)C=2C(=NC=CC2)C(=O)N